CC1=C(C=CC(=C1)C)NC([O-])=S 2,4-dimethylphenylthiocarbamate